6-(5-(2,6-dimethylpiperidin-4-yl)-3-isopropyl-1H-indol-2-yl)-7,8-dimethyl-[1,2,4]triazolo[4,3-a]pyridine CC1NC(CC(C1)C=1C=C2C(=C(NC2=CC1)C=1C(=C(C=2N(C1)C=NN2)C)C)C(C)C)C